1-Phenylethynylnaphthalene C1(=CC=CC=C1)C#CC1=CC=CC2=CC=CC=C12